(12S)-8-bromo-7-chloro-4-hydroxy-12-morpholino-10-thia-1,3-diazatricyclo[7.4.1.05,14]tetradeca-3,5(14),6,8-tetraen-2-one BrC=1C(=CC=2C(=NC(N3C[C@@H](CSC1C32)N3CCOCC3)=O)O)Cl